OC1CCC2N(N3C(C(N2C)=O)=C(C(C=C3)=O)O)C1(C1=CC=CC=C1)C 2,7-dihydroxy-1,5-dimethyl-1-phenyl-1,2,3,4,4a,5-hexahydrodipyrido[1,2-b:2',1'-f][1,2,4]triazine-6,8-dione